furofuranon O1C(CC2=C1C=CO2)=O